C1(CC1)N1CCS(C2=C(C1=O)SC(=C2)C2=NC(=NC=C2C(F)(F)F)NC2=C(C=C(C=C2)N2C[C@@H](NCC2)C)C2CC2)(=O)=O (S)-4-cyclopropyl-7-(2-((2-cyclopropyl-4-(3-methylpiperazin-1-yl)phenyl)amino)-5-(trifluoromethyl)pyrimidin-4-yl)-3,4-dihydrothieno[2,3-f][1,4]thiazepin-5(2H)-one 1,1-dioxide